C(=O)O.ClC=1N=C(C2=C(N1)C(=C(N=C2)Cl)F)N2C[C@H]1CC[C@@H](C2)N1C(=O)OC(C)(C)C tert-butyl (1R,5S)-3-(2,7-dichloro-8-fluoropyrido[4,3-d]pyrimidin-4-yl)-3,8-diazabicyclo[3.2.1]octane-8-carboxylate formate